C(C)OC(=O)C=1N=NN(C1C)C1CC(C1)OCC1=CC=CC=C1 1-(3-Benzyloxycyclobutyl)-5-methyl-triazole-4-carboxylic acid ethyl ester